C(CCC)N1C(N(C(C(C1=O)=C(N)N)=O)C1CCC(CC1)(CN1C(=NNC1=O)C)CO)=O 1-Butyl-5-(diaminomethylene)-3-((1s,4s)-4-(hydroxymethyl)-4-((3-methyl-5-oxo-1,5-dihydro-4H-1,2,4-triazol-4-yl)methyl)cyclohexyl)pyrimidine-2,4,6(1H,3H,5H)-trione